phenylethynyl iodide C1(=CC=CC=C1)C#CI